CN1C=C(C2=CC=C(C=C12)C(F)(F)F)C(=O)NC1=CNC2=CC=C(C=C12)N1C(CNCC1)=O 1-methyl-N-[5-(2-oxopiperazin-1-yl)-1H-indol-3-yl]-6-(trifluoromethyl)indole-3-carboxamide